OC(CCC(=O)C1=CC=CC=C1)(O)O trihydroxyl-butyrophenone